N-((1S,4r)-4-(2-(((S)-2-Hydroxy-2-(6-(trifluoromethyl)pyridin-2-yl)-ethyl)amino)-2-methylpropyl)cyclohexyl)acetamide dihydrochloride Cl.Cl.O[C@@H](CNC(CC1CCC(CC1)NC(C)=O)(C)C)C1=NC(=CC=C1)C(F)(F)F